C(C)NC1=C(C=CC(=C1)C(=O)OC)C1N(CCCC1)CC1=C2C=CN(C2=C(C=C1OC)C)C(=O)OC(C)(C)C tert-butyl 4-((2-(2-(ethylamino)-4-(methoxycarbonyl)phenyl)piperidin-1-yl)methyl)-5-methoxy-7-methyl-1H-indole-1-carboxylate